Cl.FC1=C(C=CC=C1)N(C1=CC=CC=C1)C(CC1(CCNCC1)C(=O)O)=O 4-[2-(N-(2-fluorophenyl)anilino)-2-oxo-ethyl]piperidine-4-carboxylic acid hydrochloride salt